tert-Butyl 2-[1-(6-methyl-4-oxo-2-phenyl-chromen-8-yl)ethylamino]benzoate CC=1C=C2C(C=C(OC2=C(C1)C(C)NC1=C(C(=O)OC(C)(C)C)C=CC=C1)C1=CC=CC=C1)=O